N-(2-phenoxyethyl)-4-(5,6,7,8-tetrahydro-1,8-naphthyridin-2-yl)butanamide O(C1=CC=CC=C1)CCNC(CCCC1=NC=2NCCCC2C=C1)=O